C(C)(C)(C)OC(=O)N1N=CC(=C1)I 4-iodo-1H-pyrazole-1-carboxylic acid tert-butyl ester